8-(benzyloxy)-5,11-dioxo-6,10-dioxa-4,12-diazapentadecane C(C1=CC=CC=C1)OC(COC(NCCC)=O)COC(NCCC)=O